C1(=CC=C(C=C1)CC=1C(=C(SC1Br)Br)C(=O)NC1CC2(CC(C2)C(=O)OC)C1)C1=CC=CC=C1 methyl 6-(4-([1,1'-biphenyl]-4-ylmethyl)-2,5-dibromothiophene-3-carboxamido)spiro[3.3]heptane-2-carboxylate